C(C)C=1C(N(CC1C)C(=O)NCCC1=CC=C(C=C1)S(=O)(=O)Cl)=O 4-[2-(3-ethyl-4-methyl-2-oxo-3-pyrroline-1-carboxamido)ethyl]benzenesulfonyl chloride